N-(1-(2-(1,1-difluoroethyl)-6-methylpyrimidin-4-yl)-3-((3R,4S)-3-(dimethylamino)-4-methylpyrrolidin-1-yl)-1H-pyrazolo[4,3-C]pyridin-6-yl)acetamide FC(C)(F)C1=NC(=CC(=N1)N1N=C(C=2C=NC(=CC21)NC(C)=O)N2C[C@@H]([C@H](C2)C)N(C)C)C